1-(tert-butyl) 2-methyl (4S)-2-(2-(chloromethyl) allyl)-4-fluoropyrrolidine-1,2-dicarboxylate ClCC(CC1(N(C[C@H](C1)F)C(=O)OC(C)(C)C)C(=O)OC)=C